(R)-1-(4-(7-(6-amino-3-(trifluoromethyl)pyridin-2-yl)-6-chloro-2-((1-methylazetidin-2-yl)methoxy)quinazolin-4-yl)piperazin-1-yl)prop-2-en-1-one NC1=CC=C(C(=N1)C1=C(C=C2C(=NC(=NC2=C1)OC[C@@H]1N(CC1)C)N1CCN(CC1)C(C=C)=O)Cl)C(F)(F)F